(3S,4S)-benzyl 3-amino-4-(3-chlorophenyl)piperidine-1-carboxylate N[C@@H]1CN(CC[C@H]1C1=CC(=CC=C1)Cl)C(=O)OCC1=CC=CC=C1